2-({3-Cyano-1-methyl-4-[4-(5-methyl-1,3-benzooxazol-2-yl)piperidin-1-yl]-2-oxo-1,2-dihydro-quinolin-7-yl}oxy)acetamide C(#N)C=1C(N(C2=CC(=CC=C2C1N1CCC(CC1)C=1OC2=C(N1)C=C(C=C2)C)OCC(=O)N)C)=O